methyl (R)-2-((tert-butyldimethylsilyl)oxy)-2-(2-chloro phenyl)acetate [Si](C)(C)(C(C)(C)C)O[C@@H](C(=O)OC)C1=C(C=CC=C1)Cl